NCC1N(CC(NC1)CN)C1=CC=CC=2OCCOC21 5-(2,5-bis(aminomethyl)piperazin-1-yl)-2,3-dihydro-1,4-benzodioxine